CC1(N(CC2=CC(=CC=C2C1)C1=CC=C(C=C1)C(F)(F)F)C(C(=C)F)=O)C 1-(3,3-dimethyl-7-(4-(trifluoromethyl)phenyl)-3,4-dihydroisoquinolin-2(1H)-yl)-2-fluoroprop-2-en-1-one